[Cl-].C(CCCCCCCCCCCCCC)[N+](CCC[Si](OCC)(OCC)OCC)(CCC)CCC pentadecyldi-n-propyl-(3-triethoxysilylpropyl)ammonium chloride